N-Methyl-N-[(2R,4S)-2-methylpiperidin-4-yl]-5-[4-(1-methyl-1H-pyrazol-4-yl)-1H-pyrrolo[2,3-c]pyridin-7-yl][1,3]thiazolo[5,4-d][1,3]thiazol-2-amin Hydrochlorid Cl.CN(C=1SC=2N=C(SC2N1)C=1N=CC(=C2C1NC=C2)C=2C=NN(C2)C)[C@@H]2C[C@H](NCC2)C